5-(Isoindolin-2-ylmethyl)-8-((1-(methylsulfonyl)piperidin-4-yl)methoxy)-quinoline C1N(CC2=CC=CC=C12)CC1=C2C=CC=NC2=C(C=C1)OCC1CCN(CC1)S(=O)(=O)C